tert-butyl 4-fluoro-4-(3-fluoro-4-(7-((1-methylpiperidin-4-yl)carbamoyl)benzo[d]imidazo[2,1-b]thiazol-2-yl)phenyl)piperidine-1-carboxylate FC1(CCN(CC1)C(=O)OC(C)(C)C)C1=CC(=C(C=C1)C=1N=C2SC3=C(N2C1)C=CC(=C3)C(NC3CCN(CC3)C)=O)F